tert-butyl (R)-(1-(2-vinylisonicotinoyl)piperidin-3-yl)carbamate C(=C)C=1C=C(C(=O)N2C[C@@H](CCC2)NC(OC(C)(C)C)=O)C=CN1